BrCCCCCN1C(=O)C(=O)C2=CC=CC=C12 N-(5-bromopentyl)-isatin